ClC=1C=CC(=C(C(=O)N[C@H](C(C(=O)NC)=O)C[C@H]2C(N[C@@H](C2)C)=O)C1)NC(=O)C1CCC(CC1)(F)F 5-chloro-2-[(4,4-difluorocyclohexanecarbonyl)amino]-N-[(1S)-3-(methylamino)-1-[[(3S,5R)-5-methyl-2-oxo-pyrrolidin-3-yl]methyl]-2,3-dioxo-propyl]benzamide